Pyrrolo[2,3-b]Pyridine-3-carboxylic acid methyl ester COC(=O)C1=CNC2=NC=CC=C21